(S)-(5-(1,5-dimethyl-1H-pyrazol-4-yl)-1,3,4-oxadiazol-2-yl)(4-(4-(trifluoromethyl)pyrazolo[1,5-a]pyridin-2-yl)-6,7-dihydro-1H-imidazo[4,5-c]pyridin-5(4H)-yl)methanone CN1N=CC(=C1C)C1=NN=C(O1)C(=O)N1[C@@H](C2=C(CC1)NC=N2)C2=NN1C(C(=CC=C1)C(F)(F)F)=C2